O(C1=CC=CC=C1)C1=NC=CC(=N1)C1=NC=2N(C(=C1)N1CCOCC1)N=C(C2)C2=CC=NC=C2 4-(5-(2-phenoxypyrimidin-4-yl)-2-(pyridin-4-yl)pyrazolo[1,5-a]pyrimidin-7-yl)morpholine